C(C)(C)(C)OC(=O)N1CCC(CC1)C(C(F)(F)F)N.C(OC1=C(C(=C(C(=C1[2H])[2H])[2H])[2H])N)([2H])([2H])[2H] o-anisidine-d7 tert-butyl-4-(1-amino-2,2,2-trifluoroethyl)piperidine-1-carboxylate